4-(2-methyl-4-benzoylphenylthio)phenylbis(4-fluorophenyl)sulfonium hexafluoroantimonate F[Sb-](F)(F)(F)(F)F.CC1=C(C=CC(=C1)C(C1=CC=CC=C1)=O)SC1=CC=C(C=C1)[S+](C1=CC=C(C=C1)F)C1=CC=C(C=C1)F